CC=1C(=C(C=C(C1)C(F)(F)F)O)C=1N=NC(=CC1)N[C@H]1[C@H]2CC[C@@H](CC1)N2C 3-Methyl-2-(6-(((1R,2R,5R)-8-methyl-8-azabicyclo[3.2.1]octan-2-yl)amino)pyridazin-3-yl)-5-(trifluoromethyl)phenol